C(C)(C)(C)C1NCCN1 2-tertiary butyl-imidazolidine